(2-Hydroxynaphthalen-1-yl)(2-(2-(pyrrolidin-1-yl)ethoxy)naphthalen-1-yl)methanone OC1=C(C2=CC=CC=C2C=C1)C(=O)C1=C(C=CC2=CC=CC=C12)OCCN1CCCC1